methyl 5-{3-chloro-4-[(3,5-difluoropyridin-2-yl)methoxy]-5',6-dimethyl-2-oxo-[1,4'-bipyridin]-2'-yl}-2-methyl-1,2,4-triazole-3-carboxylate ClC=1C(N(C(=CC1OCC1=NC=C(C=C1F)F)C)C1=CC(=NC=C1C)C=1N=C(N(N1)C)C(=O)OC)=O